R-epoxypropylene C1=C(C)O1